C(CCC)C1CC(CC1)O 3-butyl-cycloPentanol